N-(Oxan-3-yl)Acetamide O1CC(CCC1)NC(C)=O